ClC1=C(C=CC=C1)C(C(=O)NC1=CC(=C(C=C1)N1N=CC(=C1)C#N)S(N)(=O)=O)O 2-(2-Chlorophenyl)-N-[4-(4-cyano-1H-pyrazol-1-yl)-3-sulfamoylphenyl]-2-hydroxyacetamide